2-(1,3-dioxoisoindolin-2-yl)-N-(3-methoxyphenylethyl)acetamide dipotassium tin [Sn].[K].[K].O=C1N(C(C2=CC=CC=C12)=O)CC(=O)NCCC1=CC(=CC=C1)OC